(3-chloro-4-fluorophenyl)(3-(trifluoromethyl)cyclobutyl)methanone ClC=1C=C(C=CC1F)C(=O)C1CC(C1)C(F)(F)F